N-(3-carbamoylphenyl)-4-ethynyl-2-(4-fluoro-2-methylphenoxy)benzamide C(N)(=O)C=1C=C(C=CC1)NC(C1=C(C=C(C=C1)C#C)OC1=C(C=C(C=C1)F)C)=O